ClC1=CC2=C(C=N1)C1(CN2C2=NC(=NC(=C2)C)C(COC)(F)F)CC1 6'-Chloro-1'-(2-(1,1-difluoro-2-methoxyethyl)-6-methylpyrimidin-4-yl)-1',2'-dihydrospiro[cyclopropane-1,3'-pyrrolo[3,2-c]pyridine]